[Pd](Cl)Cl.C1(=CC=CC=C1)P(C1=CC=CC=C1)C1=CC=CC=C1 (triphenylphosphine) palladium (II) chloride